Propylenediamine Dihydrofluoride F.F.C(C(C)N)N